C(C(C)C)ONC1=CC=CC=C1C isobutoxy-6-methyl-aniline